COC(=O)C1=NC=2N(C=C1)C(=C(N2)C2=NC(=NN2)Br)C=2C=NNC2 2-(3-bromo-1H-1,2,4-triazol-5-yl)-3-(1H-pyrazol-4-yl)imidazo[1,2-a]pyrimidine-7-carboxylic acid methyl ester